BrC1=CC=C2[C@](NC=NC2=C1)(C(F)(F)F)C#CC1CC1 (S)-7-bromo-4-(cyclopropylethynyl)-4-(trifluoromethyl)-3,4-dihydroquinazolin